(R)-4-(1-phenylallyl)morpholine C1(=CC=CC=C1)[C@@H](C=C)N1CCOCC1